COC1=CC=C(C=C1)S(=O)(=O)NCCCC(C)C1=CC(=NC2=CC=CC=C12)C1=CC=CC=C1 4-methoxy-N-(4-(2-phenylquinolin-4-yl)pentyl)benzenesulfonamide